N-(4-fluoro-3-(5-methyl-2-(methylamino)-8,9-dihydroimidazo[1',2':1,6]pyrido[2,3-d]pyrimidin-6-yl)phenyl)-4-(trifluoromethyl)picolinamide FC1=C(C=C(C=C1)NC(C1=NC=CC(=C1)C(F)(F)F)=O)C1=C(C2=C(N=C(N=C2)NC)N2C1=NCC2)C